COC1=CC=C(CN2S(C=3N(C(C2)C(=O)OC)C(C(=C(C3C3=CC(=CC=C3)C(F)(F)F)CC3=CC=CC2=CC=CC=C32)C(=O)O)=O)(=O)=O)C=C1 2-(4-methoxybenzyl)-4-(methoxycarbonyl)-8-(naphthalen-1-ylmethyl)-6-oxo-9-(3-(trifluoromethyl)phenyl)-3,4-dihydro-2H,6H-pyrido[1,2-e][1,2,5]thiadiazine-7-carboxylic acid 1,1-dioxide